C1(CCCC1)C1=C(C=C(C=C1)NC(C1=C(C=CC(=C1)[N+](=O)[O-])SC1=NN=NN1C)=O)OC N-(4-cyclopentyl-3-methoxyphenyl)-2-[(1-methyl-1,2,3,4-tetrazol-5-yl)sulfanyl]-5-nitrobenzamide